C(C)(C)(C)[Si](O[C@H]1C[C@@H](N(C1)C(=O)OC(C)(C)C)C(CCl)=O)(C)C tert-butyl (2R,4S)-4-[(tertbutyldimethylsilyl)oxy]-2-(2-chloroacetyl)pyrrolidine-1-carboxylate